tert-butyl 3-(4-(4,4,5,5-tetramethyl-1,3,2-dioxaborolan-2-yl)phenoxy)piperidine-1-carboxylate CC1(OB(OC1(C)C)C1=CC=C(OC2CN(CCC2)C(=O)OC(C)(C)C)C=C1)C